O1C(C=CC=C1)=O 2-pyrone